Cl.NCC1(CCOCC1)C(=O)OC methyl 4-(aminomethyl)oxane-4-carboxylate hydrochloride